5-(hydroxymethyl)-4,5-dimethyl-4,5,9,10-tetrahydro-6H,8H-pyrido[3,2,1-de]pteridine OCC1(CN2C3=C(N=CN=C3N1C)CCC2)C